ClCC1=NC=C(C=C1)C 2-(Chloromethyl)-5-methylpyridine